4-(N-(tert-butyl)sulfamoyl)-N-(3-(N-(tert-butyl)sulfamoyl)phenyl)-2-(6-azaspiro[2.5]octan-6-yl)benzamide hydrochloride Cl.C(C)(C)(C)NS(=O)(=O)C1=CC(=C(C(=O)NC2=CC(=CC=C2)S(NC(C)(C)C)(=O)=O)C=C1)N1CCC2(CC2)CC1